benzyl 3-(3,4-dichlorophenyl)-3-[[4-(trifluoromethoxy)phenyl] sulfonylamino]pyrrolidine-1-carboxylate ClC=1C=C(C=CC1Cl)C1(CN(CC1)C(=O)OCC1=CC=CC=C1)NS(=O)(=O)C1=CC=C(C=C1)OC(F)(F)F